C(C)N1CCC(CC1)NC1=C2C=C(N(C2=CC=C1)CC(F)(F)F)C#CCNC1=C(OCC#N)C=C(C=C1)S(=O)(=O)C 2-{2-[(3-{4-[(1-ethylpiperidin-4-yl)amino]-1-(2,2,2-trifluoroethyl)-1H-indol-2-yl}prop-2-yn-1-yl)amino]-5-methanesulfonylphenoxy}acetonitrile